CC1=CC(OC2=CC(=CC=C12)NC(=O)C1=C(C(=O)O)C=CC=C1)=O 2-((4-methyl-2-oxo-2H-chromen-7-yl)carbamoyl)benzoic acid